6-{7-[(3S,4S)-3-fluoro-2,2-dimethylpiperidin-4-yl]-6,7-dihydro-5H-pyrrolo[2,3-c]pyridazin-3-yl}-2-methyl-1,3-benzothiazol-5-ol formate C(=O)OC=1C(=CC2=C(N=C(S2)C)C1)C1=CC2=C(N=N1)N(CC2)[C@@H]2[C@@H](C(NCC2)(C)C)F